N-Boc-L-isoleucinol CC[C@H](C)[C@@H](C(=O)O)NC(=O)OC(C)(C)C